3-(2-(ethyl (propyl) amino) ethyl)-1H-indol-7-yl isobutyrate C(C(C)C)(=O)OC=1C=CC=C2C(=CNC12)CCN(CCC)CC